N[C@@H]1C2=CC=CC=C2CC12CCN(CC2)C=2C(=NC(=CN2)C#CCNC=2C=NC(=CC2)C(F)(F)F)CO (S)-(3-(1-amino-1,3-dihydrospiro[indene-2,4'-piperidin]-1'-yl)-6-(3-((6-(trifluoromethyl)pyridin-3-yl)amino)prop-1-yn-1-yl)pyrazin-2-yl)methanol